C1(CC1)OC1=NN(C=C1NC=1N=CC2=C(N1)N(C(=C2)C#N)C2CCOCC2)[C@@H](COC)C (R)-2-((3-cyclopropoxy-1-(1-methoxypropane-2-yl)-1H-pyrazol-4-yl)amino)-7-(tetrahydro-2H-pyran-4-yl)-7H-pyrrolo[2,3-d]pyrimidine-6-carbonitrile